2-hydroxy-4-acryloxy-2',4'-dichlorobenzophenone OC1=C(C(=O)C2=C(C=C(C=C2)Cl)Cl)C=CC(=C1)OC(C=C)=O